C(C1=CC=CC=C1)N1C2=CC=C(C=C2C=2C=CN=C(C12)C)NC(=S)NC1=CC=C(C=C1)Cl 1-(9-Benzyl-1-methyl-beta-carbolin-6-yl)-3-(4-chlorophenyl)thiourea